[Na+].[Na+].C1=C(C=CC=2C(C3=CC=C(C=C3C(C12)=O)S(=O)(=O)[O-])=O)S(=O)(=O)[O-] 9,10-anthraquinone-2,7-disulfonic acid disodium salt